acrylic acid 2-hexyl-1-decyl ester C(CCCCC)C(COC(C=C)=O)CCCCCCCC